(2Z)-nitrogen (2,6-dibromophenyl)-3-methylpiperidine-2-imine BrC1=C(C(=CC=C1)Br)N1C(C(CCC1)C)=N.[N]